FC1(CCC[C@H]2N(C(N[C@H]21)=O)C2=NC=1N(C=C2)N=CC1C(=O)OCC)F 1-Ethyl 5-[(3aR,7aR)-4,4-difluoro-2-oxo-3,3a,5,6,7,7a-hexahydrobenzimidazol-1-yl]pyrazolo[1,5-a]pyrimidine-3-carboxylate